1-Cyclopropyl-4-methyl-3-[2-methyl-4-(4-methylimidazol-1-yl)phenyl]sulfonyl-indole C1(CC1)N1C=C(C2=C(C=CC=C12)C)S(=O)(=O)C1=C(C=C(C=C1)N1C=NC(=C1)C)C